3-(pyridin-2-yl)thiazol-2(3H)-imine N1=C(C=CC=C1)N1C(SC=C1)=N